6-(difluoromethyl)-N-(6-fluoro-2-methylisoindolin-5-yl)-8-(2,6-diazaspiro[3.3]heptan-2-yl)quinazolin-2-amine FC(C=1C=C2C=NC(=NC2=C(C1)N1CC2(C1)CNC2)NC=2C=C1CN(CC1=CC2F)C)F